C(CC)P1(OP(OP(O1)(CCC)=O)(CCC)=O)=O 2,4,6-Tripropyl-1,3,5,2,4,6-trioxatriphosphinane 2,4,6-trioxide